3-amino-1-[1'-(2,4-dichlorophenyl)-2-(2-ethoxypyridin-3-yl)spiro[6,8-dihydro-1,7-naphthyridine-5,4'-piperidine]-7-yl]propan-1-one NCCC(=O)N1CC2(CCN(CC2)C2=C(C=C(C=C2)Cl)Cl)C=2C=CC(=NC2C1)C=1C(=NC=CC1)OCC